3-methyl-1,2,4,5-benzenetetracarboxylic acid CC1=C(C(=CC(=C1C(=O)O)C(=O)O)C(=O)O)C(=O)O